5-(8-(3,3-difluoro-4,4-dimethylpyrrolidin-1-yl)-2-(1-(trifluoromethyl)cyclopropyl)imidazo[1,2-b]pyridazin-6-yl)pyrimidine-2,4(1H,3H)-dione FC1(CN(CC1(C)C)C=1C=2N(N=C(C1)C=1C(NC(NC1)=O)=O)C=C(N2)C2(CC2)C(F)(F)F)F